tetradodecyl 3,3',3'',3'''-((((6-((2-(ethyl(2-hydroxyethyl)amino)ethyl)amino)-1,3,5-triazine-2,4-diyl)bis(azanediyl))bis(propane-3,1-diyl))bis(azanetriyl))tetrapropionate C(C)N(CCNC1=NC(=NC(=N1)NCCCN(CCC(=O)OCCCCCCCCCCCC)CCC(=O)OCCCCCCCCCCCC)NCCCN(CCC(=O)OCCCCCCCCCCCC)CCC(=O)OCCCCCCCCCCCC)CCO